(R)-N-(5-(5-(difluoromethyl)-1,2,4-oxadiazol-3-yl)-2,3-dihydro-1H-inden-1-yl)-5-methylisoxazole-4-carboxamide FC(C1=NC(=NO1)C=1C=C2CC[C@H](C2=CC1)NC(=O)C=1C=NOC1C)F